2-chloro-N-(2,6-diisopropylphenyl)-1,6-dimethyl-1H-benzoimidazol-4-amine ClC1=NC2=C(N1C)C=C(C=C2NC2=C(C=CC=C2C(C)C)C(C)C)C